(6-Methoxyquinolin-4-yl)methanol dihydrate hydrochloride Cl.O.O.COC=1C=C2C(=CC=NC2=CC1)CO